(4-Prop-1-en-2-ylphenyl)-2-[4-([1,2,4]triazolo[1,5-a]pyridin-7-yl)phenyl]acetamide C=C(C)C1=CC=C(C=C1)C(C(=O)N)C1=CC=C(C=C1)C1=CC=2N(C=C1)N=CN2